C1(CCCCC1)CO[Si](OC)(C)CCCN cyclohexyl-gamma-aminopropyl-methyl-dimethoxysilane